tridecyl phosphite tris(nonylphenyl)phosphite C(CCCCCCCC)C1=C(C=CC=C1)OP(OC1=C(C=CC=C1)CCCCCCCCC)OC1=C(C=CC=C1)CCCCCCCCC.P(OCCCCCCCCCCCCC)(O)O